ethyl 2-(4-((tert-butoxycarbonyl)amino)-5-fluoro-2-nitrophenyl)propanoate C(C)(C)(C)OC(=O)NC1=CC(=C(C=C1F)C(C(=O)OCC)C)[N+](=O)[O-]